ClC=1C=C(NC2(CCC3(N(CC4=CC(=CC=C34)F)C[C@H](CO)C)CC2)C(=O)O)C=CC1F (1s,4S)-4-(3-chloro-4-fluoroanilino)-5'-fluoro-2'-[(2R)-3-hydroxy-2-methylpropyl]-2',3'-dihydrospiro[cyclohexane-1,1'-isoindole]-4-carboxylic acid